1-(1-naphthyl)-N1-phenylbenzene-1,4-diamine C1(=CC=CC2=CC=CC=C12)C1(CC=C(C=C1)N)NC1=CC=CC=C1